BrC1=CC=C(C=C1)C12C(C3=NC=C(C=C3O1)Cl)(C=C(C2C2=CC=CC=C2)C(=O)[O-])O 5a-(4-bromophenyl)-3-chloro-8a-hydroxy-6-phenyl-5a,8a-dihydro-6H-cyclopenta[4,5]furo[3,2-b]pyridine-7-carboxylate